C=CC=CC=CCC n-Octandienen